FC(OC=1C=C(C=CC1)S(=O)(=O)NC1CCC2(CN(C2)C(=O)OC(C)(C)C)CC1)(F)F Tert-Butyl 7-[[3-(trifluoromethoxy)phenyl]sulfonylamino]-2-azaspiro[3.5]nonane-2-carboxylate